FC(C(C(C(C(C(F)(F)F)(F)F)(F)F)(F)F)(F)F)(F)[Si](OCC)(C(C(C(C(C(C(F)(F)F)(F)F)(F)F)(F)F)(F)F)(F)F)C(C(C(C(C(C(F)(F)F)(F)F)(F)F)(F)F)(F)F)(F)F tris(perfluorohexyl)ethoxysilane